CC1=CC=C(C=C1)S(=O)(=O)OCC1(CCC(CC1)O)COS(=O)(=O)C1=CC=C(C=C1)C (4-Hydroxycyclohexane-1,1-diyl)bis(methylene) bis(4-methylbenzenesulfonate)